BrC1=CC=C(C=C1)C=1C(C(=CN(C1)CC1CCOCC1)C(=O)OCC)=O ethyl 5-(4-bromophenyl)-4-oxo-1-(tetrahydro-2H-pyran-4-ylmethyl)-1,4-dihydropyridine-3-carboxylate